ethyl-5-(4-ethynylphenoxy)-1H-1,2,3-triazole-4-carboxylic acid C(C)N1N=NC(=C1OC1=CC=C(C=C1)C#C)C(=O)O